6-Acetaminoimidazo[1,2-a]pyridine-2-carboxylic acid ethyl ester C(C)OC(=O)C=1N=C2N(C=C(C=C2)NC(=O)C)C1